trans-3-fluoro-5-[(3S)-2-[4-[[3-fluoro-4-(hydroxymethyl)phenyl]methyl]cyclohexanecarbonyl]isoxazolidin-3-yl]benzonitrile FC=1C=C(C#N)C=C(C1)[C@H]1N(OCC1)C(=O)[C@@H]1CC[C@H](CC1)CC1=CC(=C(C=C1)CO)F